C(C)(C)(C)OC(=O)N1[C@@H](COCC1)C=1C=C(C=C2CCN(CC12)C(=O)[C@@H]1COCC1)Cl (R)-3-[6-chloro-2-[(S)-tetrahydrofuran-3-carbonyl]-1,2,3,4-tetrahydroisoquinolin-8-yl]morpholine-4-carboxylic acid tert-butyl ester